(1-(1-methyl-1H-indazol-6-yl)-1H-1,2,3-triazol-4-yl)methanol CN1N=CC2=CC=C(C=C12)N1N=NC(=C1)CO